5-(15-azido-4,7,10,13-tetraoxa-pentadecanoyl-aminoallyl)-2'-deoxyuridine N(=[N+]=[N-])CCOCCOCCOCCOCCC(=O)C(=CCC=1C(NC(N([C@H]2C[C@H](O)[C@@H](CO)O2)C1)=O)=O)N